5-(2-fluorophenyl)-N-[(6S)-4-methyl-5-oxo-7,8-dihydro-6H-pyrazolo[1,5-a][1,3]diazepin-6-yl]-[1,2,4]triazolo[1,5-a]pyridine-2-carboxamide FC1=C(C=CC=C1)C1=CC=CC=2N1N=C(N2)C(=O)N[C@@H]2C(N(C=1N(CC2)N=CC1)C)=O